C12(CC3CC(CC(C1)C3)C2)C=2N(C3=CC=CC=C3C2Br)C 2-(1-adamantyl)-3-bromo-1-methyl-1H-indole